C(C)(C)(C)OC(=O)N(C1=NC(=NN2C1=CC(=C2C)C[C@H](CF)NC(OC(C)(C)C)=O)Cl)CC=2SC=CC2 tert-butyl N-[(2R)-1-{4-[(tert-butoxycarbonyl)(thiophen-2-ylmethyl)amino]-2-chloro-7-methylpyrrolo[2,1-f][1,2,4]triazin-6-yl}-3-fluoropropan-2-yl]carbamate